(E)-4-(9-ethyl-2-((2-methyl-2-(m-tolyl)hydrazono)methyl)-8-(pyridin-4-yl)-9H-purin-6-yl)morpholine C(C)N1C2=NC(=NC(=C2N=C1C1=CC=NC=C1)N1CCOCC1)/C=N/N(C=1C=C(C=CC1)C)C